OCCOC1=CC=C(C=C1)C1=CC=C(C=C1)OCCO 4,4'-Bis(2-hydroxyethoxy)biphenyl